4-methyl-3-(3-methyl-5-{[6-(trifluoromethyl)pyridin-3-yl]oxy}phenyl)-1-(4-methylbenzenesulfonyl)-1H,4H,5H-pyrrolo[3,2-b]pyridin-5-one CN1C2=C(C=CC1=O)N(C=C2C2=CC(=CC(=C2)OC=2C=NC(=CC2)C(F)(F)F)C)S(=O)(=O)C2=CC=C(C=C2)C